(1R,5S,6r)-3-azabicyclo[3.1.0]hex-6-yl(2-thienyl)methanone TFA Salt OC(=O)C(F)(F)F.[C@H]12CNC[C@@H]2C1C(=O)C=1SC=CC1